C[C@H]1CN(C[C@@H](N1)C)[C@H]1CN(CC1)C(=O)OC(C)(C)C tert-Butyl (R)-3-((3S,5S)-3,5-dimethylpiperazin-1-yl)pyrrolidine-1-carboxylate